CC(CNC(C=CC=CCCC=CC=CC=CC)=O)C N-(2-methylpropyl)-2,4,8,10,12-tetradecapentaenamide